S1NCCC1 2,3-dihydroisothiazolin